OC1=CC=C2C=CC(OC2=C1)=O 7-hydroxychromene-2-one